FC(CCN1N=NC(=C1)C(=O)NC)CN1N=NC(=C1)C(NCC1=CN=CC2=CC=CC=C12)=O 1-(3-fluoro-4-{4-[(isoquinolin-4-ylmethyl)carbamoyl]-1H-1,2,3-triazol-1-yl}butyl)-N-methyl-1H-1,2,3-triazole-4-carboxamide